FC=1C=2N(C=C(C1)C1=CNC=3N=C(N=C(C31)OC)NC3CC(C3)(C(=O)N(C)C)C)C=CN2 (1r,3r)-3-((5-(8-fluoroimidazo[1,2-a]pyridin-6-yl)-4-methoxy-7H-pyrrolo[2,3-d]pyrimidin-2-yl)amino)-N,N,1-trimethylcyclobutane-1-carboxamide